N-(4-(1-(2,2,2-trifluoroethyl)-1H-pyrazol-4-yl)quinolin-8-yl)-2-(trifluoromethyl)pyrimidine-5-carboxamide FC(CN1N=CC(=C1)C1=CC=NC2=C(C=CC=C12)NC(=O)C=1C=NC(=NC1)C(F)(F)F)(F)F